C(C1=CC=CC=C1)NC(N(C1=CC=C(C=C1)N1C(C=CC=C1)=O)[C@@H]1CC[C@H](CC1)NC1=NC=C(C=C1)C#N)=O 3-benzyl-1-(trans-4-((5-cyanopyridin-2-yl)amino)cyclohexyl)-1-(4-(2-oxopyridin-1(2H)-yl)phenyl)urea